5-(3-Cyclopropyl-5-(4-(methylsulfonyl)piperazin-1-yl)-1H-indazol-1-yl)-2,3-difluorophenol C1(CC1)C1=NN(C2=CC=C(C=C12)N1CCN(CC1)S(=O)(=O)C)C=1C=C(C(=C(C1)O)F)F